ClC=1C=C2C=C(C=NC2=CC1)N 6-chloroquinolin-3-amine